[Si](C)(C)(C(C)(C)C)O[C@H]1C[C@@H](NC1)C=1N=C2N(N=C(C=C2)C2CC2)C1 2-((2R,4S)-4-((tert-butyldimethylsilyl)oxy)pyrrolidin-2-yl)-6-cyclopropylimidazo[1,2-b]pyridazine